C(C)(C)NC=1C=CC=2N(C1)N=CC2C#N 6-isopropylamino-pyrazolo[1,5-a]pyridine-3-carbonitrile